C(C)(=O)O.C(C)(=O)O.OC(C1=CC=CC=C1)NCCN (hydroxybenzyl)-ethylene-diamine diacetic acid